ClC1=C(C=CC=C1Cl)C(C(=O)NC=1C=CC2=C(S(C=C2)(=O)=O)C1)=C 2-(2,3-dichlorophenyl)-N-(1,1-dioxidobenzo[b]thiophen-6-yl)acrylamide